N-((5-(2,6-difluorophenyl)pyridin-2-yl)methyl)-8-fluoro-1,2,3,4-tetrahydronaphthalen-1-amine FC1=C(C(=CC=C1)F)C=1C=CC(=NC1)CNC1CCCC2=CC=CC(=C12)F